C(C)C1=C(C=CC(=C1)CN1CC2CCC(C1)N2CC2=CC=NC=C2)C2=CC=C(C=C2)C(C(F)(F)F)(C(F)(F)F)O 2-(2'-ethyl-4'-((8-(pyridin-4-ylmethyl)-3,8-diazabicyclo[3.2.1]octan-3-yl)methyl)-[1,1'-biphenyl]-4-yl)-1,1,1,3,3,3-hexafluoropropan-2-ol